[Mo].[W] tungsten-molybdenum